[Si](C1=CC=CC=C1)(C1=CC=CC=C1)(C(C)(C)C)OC[C@H]1CC[C@]2(CCCN12)COC=1N=C(C2=C(N1)C(=C(N=C2)Cl)F)N2C[C@@](CCC2)(O)C (R)-1-(2-(((3R,7aR)-3-(((Tert-butyldiphenylsilyl)oxy)methyl)tetrahydro-1H-pyrrolizin-7a(5H)-yl)methoxy)-7-chloro-8-fluoropyrido[4,3-d]pyrimidin-4-yl)-3-methylpiperidin-3-ol